COC1(CC(C1)(O)C1=CC2=C(N=C(N=C2)C2=CC=3C(N=C2)=NN(C3)C)S1)C(F)(F)F trans-3-methoxy-1-(2-(2-methyl-2H-pyrazolo[3,4-b]pyridin-5-yl)thieno[2,3-d]pyrimidin-6-yl)-3-(trifluoromethyl)cyclobutanol